(2S)-3-cyclohexyl-2-(((2,2-dimethyl-1-phenylpropoxy)carbonyl)amino)propanoic acid C1(CCCCC1)C[C@@H](C(=O)O)NC(=O)OC(C(C)(C)C)C1=CC=CC=C1